N-(6-((4S)-2-(6-(3-azabicyclo[3.1.0]hexan-3-yl)pyridin-3-yl)-4-hydroxypyrrolidin-1-yl)pyrimidin-4-yl)-2-(3-chlorophenyl)cyclopropane-1-carboxamide C12CN(CC2C1)C1=CC=C(C=N1)C1N(C[C@H](C1)O)C1=CC(=NC=N1)NC(=O)C1C(C1)C1=CC(=CC=C1)Cl